N[C@@H](CC(=O)O)C(=O)O.C1(C=CC(N1)=O)=O Maleimide Aspartate